Dihydroxydiphenyl-butylphenyl-methane OC=1C(=C(C=CC1)C(CCCC)(C1=CC=CC=C1)C1=CC=CC=C1)O